bis(4-octyl) phenyl phosphate P(=O)(OC(CCC)CCCC)(OC(CCC)CCCC)OC1=CC=CC=C1